O=C([C@H](C[C@H]1C(NCC1)=O)NC(=O)[C@H]1N(CC2(CC2)C1)C(C(CC(C(F)(F)F)C(F)(F)F)=O)=O)COC(F)(F)F (S)-N-((S)-3-oxo-1-((S)-2-oxopyrrolidin-3-yl)-4-(trifluoromethoxy)butan-2-yl)-5-(5,5,5-trifluoro-2-oxo-4-(trifluoromethyl)pentanoyl)-5-azaspiro[2.4]heptane-6-carboxamide